NC=1C(N(C=CC1)[C@H]1[C@H](C1)F)=O rac-(cis)-3-amino-1-(2-fluorocyclopropyl)pyridin-2(1H)-one